9-(2-amino-6-((tetrahydro-2H-pyran-4-yl-4-d)oxy)pyrimidin-4-yl)-1-(3,4-difluorophenyl)-1,9-diazaspiro[5.5]undecan-2-one NC1=NC(=CC(=N1)N1CCC2(CCCC(N2C2=CC(=C(C=C2)F)F)=O)CC1)OC1(CCOCC1)[2H]